diethyldi-sec-butylamine C(C)C(C(C)NC(C)CC)(C)CC